4-fluoro-N-{[6-fluoro-5-(propan-2-yl)pyridin-2-yl](phenyl)methyl}-1-[2-(6-oxo-1,6-dihydropyridin-3-yl)acetyl]pyrrolidine-2-carboxamide FC1CC(N(C1)C(CC1=CNC(C=C1)=O)=O)C(=O)NC(C1=CC=CC=C1)C1=NC(=C(C=C1)C(C)C)F